BrC1=C(C(N(C=C1)CCOC)=O)OC1=C(C=CC=C1C)C 4-bromo-3-(2,6-dimethylphenoxy)-1-(2-methoxyethyl)pyridin-2(1H)-one